C1(=CC=CC=C1)CCOCC(CO)O 3-phenylethoxy-propane-1,2-diol